O[C@@H]1[C@@H](CC12CCN(CC2)C(=O)C2CCN(CC2)C(C)=O)[C@@H]2N1C(C3=CC=CC=C23)=CN=C1 1-(4-((1R,2S)-1-hydroxy-2-((S)-5H-imidazo[5,1-a]isoindol-5-yl)-7-azaspiro[3.5]nonane-7-carbonyl)piperidin-1-yl)ethan-1-one